FCC(CN)(CF)CF 2,2,2-trifluoromethyl-ethylamine